BrC=1C=C(C=CC1)N1C(NCC1)=O 1-(3-bromophenyl)imidazolidin-2-one